C(=C)C1(CC(CCC1)=O)C1=C(C=CC=C1)C=C 3-vinyl-3-(2-vinylphenyl)cyclohexan-1-one